(±)-cis-N-[8-amino-6-(5-isopropyl-1-tetrahydropyran-2-yl-pyrazol-4-yl)-3-isoquinolyl]-2-fluoro-cyclopropanecarboxamide NC=1C=C(C=C2C=C(N=CC12)NC(=O)[C@H]1[C@H](C1)F)C=1C=NN(C1C(C)C)[C@@H]1OCCCC1 |&1:26|